FC1=CC=C(C(=O)NC(=N)[C@H]2N3C(N([C@H](CC2)C3)O)=O)C=C1 4-fluoro-N-(((2S,5R)-6-hydroxy-7-oxo-1,6-diazabicyclo[3.2.1]oct-2-yl)(imino)methyl)benzamide